O1CCNCC[C@H]1C=O ((S)-1,4-oxazepan-7-yl)methanone